C(#N)C=1C(=C(C(=O)NC=2C=C3C(=NNC3=CC2)C2=CN=CO2)C(=CC1)F)F 3-cyano-2,6-difluoro-N-(3-(oxazol-5-yl)-1H-indazol-5-yl)benzamide